1,7-bis(4-aminophenoxy)heptane NC1=CC=C(OCCCCCCCOC2=CC=C(C=C2)N)C=C1